methyl (S)-2-((4-(6-((4-acetyl-2-methoxybenzyl)oxy)pyridin-2-yl)piperidin-1-yl)methyl)-1-(oxetan-2-ylmethyl)-1H-benzo[d]imidazole-6-carboxylate C(C)(=O)C1=CC(=C(COC2=CC=CC(=N2)C2CCN(CC2)CC2=NC3=C(N2C[C@H]2OCC2)C=C(C=C3)C(=O)OC)C=C1)OC